5-(3-isopropyl-5-(1-(1-(1-methyl-1H-pyrazol-4-yl)ethyl)piperidin-4-yl)-1H-indol-2-yl)-1,3-dimethylpyridin-2(1H)-one C(C)(C)C1=C(NC2=CC=C(C=C12)C1CCN(CC1)C(C)C=1C=NN(C1)C)C=1C=C(C(N(C1)C)=O)C